COC(=O)[C@@H]1CC[C@@H](CC1)O Cis-4-hydroxy-cyclohexanecarboxylic acid methyl ester